[1-(2,6-dioxo-3-piperidyl)-3-methyl-2-oxo-benzimidazol-4-yl]Pentanal O=C1NC(CCC1N1C(N(C2=C1C=CC=C2C(C=O)CCC)C)=O)=O